2-(9-(4-fluorophenyl)-6-oxaspiro[4.5]decane-9-yl)-N-(2-(pyridine-4-yl)benzyl)ethylamine FC1=CC=C(C=C1)C1(CCOC2(CCCC2)C1)CCNCC1=C(C=CC=C1)C1=CC=NC=C1